4-Cyclopropyl-2-(4-fluoro-2-methylphenoxy)-N-(4-fluoro-3-(3,3,3-trifluoro-2-hydroxypropoxy)phenyl)-5-(trifluoromethyl)benzamide C1(CC1)C1=CC(=C(C(=O)NC2=CC(=C(C=C2)F)OCC(C(F)(F)F)O)C=C1C(F)(F)F)OC1=C(C=C(C=C1)F)C